Cl.N[C@H](CNC(=O)C=1NC2=CC(=CC=C2C1)C1=C(C=C(C=C1)F)F)CCCN (S)-N-(2,5-diaminopentyl)-6-(2,4-difluorophenyl)-1H-indole-2-carboxamide hydrochloride